methyl 2-(4-methoxy-6-methyl-1,3,5-triazin-2-ylcarbamoylsulfamoyl)benzoate COC1=NC(=NC(=N1)C)NC(=O)NS(=O)(=O)C1=C(C(=O)OC)C=CC=C1